C(C)(C)OC(=O)C=1C(=NC(=NC1)NC1=C(C=C(C(=C1)N)N(C)CCN(C)C)OC)C=1C=NC(=CC1)N(C)C(=O)OC(C)(C)C 2-((5-amino-4-((2-(dimethylamino)ethyl)(methyl)amino)-2-methoxyphenyl)amino)-4-(6-((tert-Butoxycarbonyl)(methyl)amino)pyridin-3-yl)pyrimidine-5-carboxylic acid isopropyl ester